C(C)(=O)OC(COC1=C(C=C(C=C1Cl)S(=O)(=O)C1=CC=C(C=C1)OCC(CS(=O)(=O)CC)OC(C)=O)Cl)CCl 1-(4-((4-(2-acetoxy-3-(ethylsulfonyl)propoxy) phenyl)sulfonyl)-2,6-dichlorophenoxy)-3-chloropropan-2-yl acetate